FC1=CC=C(C=C1)S(=O)(=O)N1CCCC2=CC=C(C=C12)NS(=O)(=O)C1=CC=C(C(=O)O)C=C1 4-(N-(1-((4-fluorophenyl)sulfonyl)-1,2,3,4-tetrahydroquinolin-7-yl)sulfamoyl)benzoic acid